NC=1C=CC(=C(C(=O)OC)C1)NCCCC[C@@H](C(=O)OC)NC(C1=CC=C(C=C1)N(C=O)CC=1N=C2C(=NC(=NC2=NC1)N)N)=O Methyl (S)-5-amino-2-((5-(4-(N-((2,4-diaminopteridin-6-yl)methyl)formamido)benzamido)-6-methoxy-6-oxohexyl)amino)benzoate